5-chloro-N-((5-chlorothiophen-2-yl)(4-methyl-5-(methylthio)-1-((2-(trimethylsilyl)ethoxy)methyl)-1H-imidazol-2-yl)methyl)pyridin-2-amine ClC=1C=CC(=NC1)NC(C=1N(C(=C(N1)C)SC)COCC[Si](C)(C)C)C=1SC(=CC1)Cl